4-(6-aminohex-1-yn-1-yl)-2-(2,6-dioxopiperidin-3-yl)isoindoline-1,3-dione NCCCCC#CC1=C2C(N(C(C2=CC=C1)=O)C1C(NC(CC1)=O)=O)=O